N1(CC1)C[C@H]1C[C@@H](NC1)CONC(=O)[C@H]1N2C(N([C@H](CC1)C2)OS(=O)(=O)O)=O (2S,5R)-N-{[(2R,4S)-4-(Aziridin-1-ylmethyl)-pyrrolidin-2-yl]methyloxy}-7-oxo-6-(sulfooxy)-1,6-diazabicyclo[3.2.1]octane-2-carboxamide